C(C=C)(=O)OCCOP([O-])(=O)C1=CC=CC=C1 acryloyloxyethyl-phenylphosphonate